C(C)OC(=O)C1(C(C2=CC=CC(=C2C1)C#N)O)O 4-cyano-1,2-dihydroxy-indan-2-carboxylic acid ethyl ester